ClC1=CC(=C(C=C1)C1=NOC(=C1C1=NC=CC=C1CO)C1=C(C=C(C=C1)F)F)F (αS)-[3-(4-chloro-2-fluorophenyl)-5-(2,4-difluorophenyl)-4-isoxazolyl]-3-pyridine-methanol